(E)-1'-(2-Hydroxyacetyl)-6-(3-oxo-3-(4-(thiazol-2-ylmethyl)-5,6-dihydropyridin-1(2H)-yl)prop-1-en-1-yl)-1H-spiro[[1,8]naphthyridin-3,4'-piperidin]-2(4H)-on OCC(=O)N1CCC2(CC1)C(NC1=NC=C(C=C1C2)\C=C\C(N2CC=C(CC2)CC=2SC=CN2)=O)=O